(S)-N-ethyl-5-fluoro-N-isopropyl-2-(3-(1-((2-oxo-2,3-dihydro-1H-benzo[d]imidazol-5-yl)methyl)piperidin-3-yl)-1H-pyrrolo[2,3-c]pyridin-1-yl)benzamide C(C)N(C(C1=C(C=CC(=C1)F)N1C=C(C=2C1=CN=CC2)[C@H]2CN(CCC2)CC2=CC1=C(NC(N1)=O)C=C2)=O)C(C)C